N-[4-Chloro-6-(2,6-Dimethylphenyl)pyrimidin-2-yl]-3-[(3R)-3-(hydroxymethyl)-1,2,3,4-tetrahydroisoquinoline-2-carbonyl]benzene-1-sulfonamide ClC1=NC(=NC(=C1)C1=C(C=CC=C1C)C)NS(=O)(=O)C1=CC(=CC=C1)C(=O)N1CC2=CC=CC=C2C[C@@H]1CO